ClC1=CC=C(S1)C=1C=C(C=NS(=O)C(C)(C)C)C=CC1 N-(3-(5-chlorothien-2-yl)benzylidene)-2-methylpropane-2-sulfinamide